2-[3-iodo-1-[(4-methoxyphenyl)methyl]indazol-6-yl]acetic acid IC1=NN(C2=CC(=CC=C12)CC(=O)O)CC1=CC=C(C=C1)OC